ClC1=C(C=NN(C1=O)C1CCN(CC1)S(=O)(=O)N(C1CC1)C1=CC=C(C=C1)C#N)NC[C@@]1(COCCC1)F (S)-4-(5-chloro-4-(((3-fluorotetrahydro-2H-pyran-3-yl)methyl)amino)-6-oxopyridazin-1(6H)-yl)-N-(4-cyanophenyl)-N-cyclopropylpiperidine-1-sulfonamide